N-(8-cyclopropylquinazolin-4-yl)-4-fluorobenzamide C1(CC1)C=1C=CC=C2C(=NC=NC12)NC(C1=CC=C(C=C1)F)=O